N-((1R,2S)-2-(3,4-difluorophenyl)cyclopropyl)-2-(furan-2-yl)-6-methylthieno[2,3-d]pyrimidin-4-amine FC=1C=C(C=CC1F)[C@H]1[C@@H](C1)NC=1C2=C(N=C(N1)C=1OC=CC1)SC(=C2)C